NC1=C(C(=NN1C(=O)OC(C)(C)C)OC)C1=CC=C(C=C1)F tert-butyl 5-amino-4-(4-fluorophenyl)-3-methoxypyrazole-1-carboxylate